FC1=CC=C(C=C1)N(C(OC1=C(C=C(C=C1C(F)(F)F)C(F)(F)F)C=1N=NN(C1)CC1(CNC1)O)=O)C([2H])([2H])[2H] 2-{1-[(3-hydroxyazetidin-3-yl)methyl]-1H-1,2,3-triazol-4-yl}-4,6-bis(trifluoromethyl)phenyl N-(4-fluorophenyl)-N-(methyl-d3)carbamate